1-(hex-1-en-1-yl)-4',4'-diphenyl-4',5'-dihydro-2'H-spiro[indole-3,1'-[1,2]oxazino[5,4-b]indole] C(=CCCCC)N1CC2(NOC(C=3NC=4C=CC=CC4C32)(C3=CC=CC=C3)C3=CC=CC=C3)C3=CC=CC=C13